tert-butyl N,N-bis[8-[methyl(4-pentylnonyl)amino]-8-oxo-octyl]carbamate CN(C(CCCCCCCN(C(OC(C)(C)C)=O)CCCCCCCC(N(CCCC(CCCCC)CCCCC)C)=O)=O)CCCC(CCCCC)CCCCC